4-(3-fluoro-2-hydroxypropoxy)benzamide FCC(COC1=CC=C(C(=O)N)C=C1)O